[NH4+].[NH4+].N1=NN=NC1=C1N=NN=N1 5,5'-bitetrazole diammonium